1-(3,4-dichlorophenyl)-N',N-dimethyl-ethane-1,2-diamine ClC=1C=C(C=CC1Cl)C(CNC)NC